2-Chloro-5-{[(2,2-dimethylpropanoyl)amino]methyl}-N-{1-[6-(hydroxymethyl)pyridin-3-yl]-1H-indazol-4-yl}benzamide ClC1=C(C(=O)NC2=C3C=NN(C3=CC=C2)C=2C=NC(=CC2)CO)C=C(C=C1)CNC(C(C)(C)C)=O